(3R,7aR)-7a-(((4-(((1-(dimethylamino)cyclobutyl)methyl)amino)-7-(8-ethyl-3-(methoxymethoxy)naphthalen-1-yl)-8-fluoropyrido[4,3-d]pyrimidin-2-yl)oxy)methyl)hexahydro-1H-pyrrolizin CN(C1(CCC1)CNC=1C2=C(N=C(N1)OCC13CCCN3CCC1)C(=C(N=C2)C2=CC(=CC1=CC=CC(=C21)CC)OCOC)F)C